The molecule is a monocarboxylic acid that is acetic acid in which one of the methyl hydrogens has been replaced by a 1H-indol-3-yl group. It has a role as a plant hormone, a human metabolite, a plant metabolite, a mouse metabolite and an auxin. It is a monocarboxylic acid and a member of indole-3-acetic acids. It is a conjugate acid of an indole-3-acetate. C1=CC=C2C(=C1)C(=CN2)CC(=O)O